3-trifluoroacetamidopropyl 2-acetamido-3-O-acetyl-6-O-benzyl-2-deoxy-4-O-[2,4,6-tri-O-acetyl-β-D-galactopyranosyl]-β-D-glucopyranoside C(C)(=O)N[C@H]1[C@H](OCCCNC(C(F)(F)F)=O)O[C@@H]([C@H]([C@@H]1OC(C)=O)O[C@H]1[C@H](OC(C)=O)[C@@H](O)[C@@H](OC(C)=O)[C@H](O1)COC(C)=O)COCC1=CC=CC=C1